(2S,4S)-4-[3-[2-(6-aminohexyl)indazol-4-yl]phenoxy]-1-[1-(2-chloro-4-fluoro-phenyl)pyrazole-4-carbonyl]pyrrolidine-2-carboxylic acid NCCCCCCN1N=C2C=CC=C(C2=C1)C=1C=C(O[C@H]2C[C@H](N(C2)C(=O)C=2C=NN(C2)C2=C(C=C(C=C2)F)Cl)C(=O)O)C=CC1